1-methyl-3-nitro-5-(3-(trimethylsilyl)phenyl)-1H-pyrazolo[4,3-b]pyridine CN1N=C(C2=NC(=CC=C21)C2=CC(=CC=C2)[Si](C)(C)C)[N+](=O)[O-]